6-(4-(((Tert-butyldimethylsilyl)oxy)methyl)phenyl)-4-(1-phenylethyl)-7-((2-(trimethylsilyl)ethoxy)methyl)-7H-pyrrolo[2,3-d]pyrimidine [Si](C)(C)(C(C)(C)C)OCC1=CC=C(C=C1)C1=CC2=C(N=CN=C2C(C)C2=CC=CC=C2)N1COCC[Si](C)(C)C